tert-butyl (1-(4-(6-(2-(2,6-dioxopiperidin-3-yl)-1,3-dioxoisoindolin-4-yl)-2,6-diazaspiro[3.3]heptan-2-yl)butanoyl)piperidin-4-yl)carbamate O=C1NC(CCC1N1C(C2=CC=CC(=C2C1=O)N1CC2(CN(C2)CCCC(=O)N2CCC(CC2)NC(OC(C)(C)C)=O)C1)=O)=O